C(C)(C)(C)OC(=O)N1C[C@H](CCC1)OC(NS(=O)(=O)C=1C=CC2=C(N(CC3(CCCC4=CC(=CC=C34)Cl)CO2)CC2CCC2)C1)=O.CS(=O)(=O)C(C(CC)=O)C 4-methylsulfonylpropione tert-butyl-(3S)-3-[[6'-chloro-5-(cyclobutylmethyl)spiro[2,4-dihydro-1,5-benzoxazepine-3,1'-tetralin]-7-yl]sulfonylcarbamoyloxy]piperidine-1-carboxylate